C1(=CC=CC=C1)NC(NCCOCCOCCNC(=O)NC1=CC=CC=C1)=O 1,2-bis(2-(3-phenylureido)ethoxy)ethane